ClC1=NC=C(C(=C1)C=1C=NC=CC1C(=O)OC)OC methyl 3-(2-chloro-5-methoxy-4-pyridyl)pyridine-4-carboxylate